N-methoxy-N-methyl-7-morpholino-5-(3-(m-tolyl)-1H-pyrazol-1-yl)pyrazolo[1,5-a]pyrimidine-2-carboxamide CON(C(=O)C1=NN2C(N=C(C=C2N2CCOCC2)N2N=C(C=C2)C=2C=C(C=CC2)C)=C1)C